(S)-N-(5-(4-chloro-1-oxo-3-(1-((5-oxo-5,8-dihydropyrido[2,3-d]pyrimidin-4-yl)amino)ethyl)-2-phenyl-1,2-dihydroisoquinolin-8-yl)-2-methoxypyridin-3-yl)-2,4-difluorobenzenesulfonamide ClC1=C(N(C(C2=C(C=CC=C12)C=1C=C(C(=NC1)OC)NS(=O)(=O)C1=C(C=C(C=C1)F)F)=O)C1=CC=CC=C1)[C@H](C)NC=1C2=C(N=CN1)NC=CC2=O